4-((4-((2-(Methylamino)-4-phenylthiazol-5-yl)oxy)pyridin-2-yl)amino)benzoic acid CNC=1SC(=C(N1)C1=CC=CC=C1)OC1=CC(=NC=C1)NC1=CC=C(C(=O)O)C=C1